FC1=C(C=CC(=C1)S(=O)(=O)C(F)(F)F)C 2-fluoro-1-methyl-4-(trifluoromethylsulfonyl)-benzene